C(CCCCCCCCCCC)C(=O)C(CC(=O)CCCCCCCCCCCC)S(=O)(=O)[O-] 1,2-bis(dodecyl carbonyl)ethane-1-sulfonate